COC(=O)C=1C=C(C=C2C1C=C(O2)C(CBr)=O)OC 2-(2-Bromoacetyl)-6-methoxybenzofuran-4-carboxylic acid methyl ester